C(C)OC(C(C=CC(C)(C)C)NC(=O)C=1N(C=C(C1)Cl)C)=O ethyl-2-(4-chloro-1-methyl-2-pyrrolylcarbonylamino)-5,5-dimethyl-3-hexenoate